tert-butyl (3S)-4-(2-chloro-7-(8-chloronaphthalen-1-yl)-7,8-dihydro-5H-pyrano[4,3-d]pyrimidin-4-yl)-3-methylpiperazine-1-carboxylate ClC=1N=C(C2=C(N1)CC(OC2)C2=CC=CC1=CC=CC(=C21)Cl)N2[C@H](CN(CC2)C(=O)OC(C)(C)C)C